ClC=1C(=NC(=NC1)NC=1C=NN(C1C)C1CCC1)OC[C@H]1C[C@H](CC1)NC 3-(4-((5-chloro-4-(((1R,3S)-3-(methylamino)cyclopentyl)methoxy)pyrimidin-2-yl)amino)-5-methyl-1H-pyrazol-1-yl)cyclobutane